3-(4-hexyl-2-(4-(trifluoromethyl)phenyl)thiazol-5-yl)-1-(3-((1-hydroxy-2-methylpropan-2-yl)oxy)-4-methylphenyl)propan-1-ol C(CCCCC)C=1N=C(SC1CCC(O)C1=CC(=C(C=C1)C)OC(CO)(C)C)C1=CC=C(C=C1)C(F)(F)F